FC(S(=O)(=O)C1=C(N)C=CC=C1)(F)F 2-((trifluoromethyl)sulfonyl)aniline